N-(3-(aminomethyl)isothiazol-5-yl)-4-(((1r,4r)-4-morpholinocyclohexyl)oxy)furo[3,2-d]pyrimidin-2-amine hydrochloride Cl.NCC1=NSC(=C1)NC=1N=C(C2=C(N1)C=CO2)OC2CCC(CC2)N2CCOCC2